BrC=1SC(=CN1)C1=C(C=C(C=C1)NC(OC(C)C)=O)S(NC(C)(C)C)(=O)=O isopropyl N-[4-(2-bromothiazol-5-yl)-3-(tert-butylsulfamoyl) phenyl]carbamate